7-Chloro-6-fluoro-4-methyl-3,4-dihydro-2H-1,4-benzoxazine-5-carboxylic acid ClC=1C=C2C(N(CCO2)C)=C(C1F)C(=O)O